(7-amino-6-chloro-2,3-dihydrobenzo[b][1,4]dioxin-5-yl)-2,3,4,7-tetrahydro-1H-azepine-1-carboxylic acid tert-butyl ester C(C)(C)(C)OC(=O)N1C(CCC=CC1)C1=C(C(=CC=2OCCOC21)N)Cl